N-(1-carbamoylcyclopropyl)-2-methyl-5-((4-methylthiazol-5-yl)methoxy)benzofuran C(N)(=O)C1(CC1)N1CSC(=C1C)COC=1C=CC2=C(C=C(O2)C)C1